BrCC(=O)C1=C(C(=NC=C1)CNC(OC(C)(C)C)=O)F Tert-butyl ((4-(2-bromoacetyl)-3-fluoropyridin-2-yl)methyl)carbamate